N[C@H](C(=O)NC1=CC=C(C(=O)O)C=C1)CC1=CC=C(C=C1)NC(COCCOC)=O (S)-4-(2-amino-3-(4-(2-(2-methoxyethoxy)acetamido)phenyl)propionamido)benzoic acid